1-(3,5,5,6,8,8-hexamethyl-5,6,7,8-tetrahydronaphthalen-2-yl)ethan-1-one CC=1C(=CC=2C(CC(C(C2C1)(C)C)C)(C)C)C(C)=O